1-(6-bromopyrrolo[1,2-b]pyridazin-4-yl)-3-(oxetan-3-yl)-2-oxopyrrolidine-3-carbonitrile BrC=1C=C2N(N=CC=C2N2C(C(CC2)(C#N)C2COC2)=O)C1